[N+](=O)([O-])C=1C=C(CCl)C=C(C1)[N+](=O)[O-] 3,5-dinitrobenzyl chloride